1,8-diazabicyclo-(5.4.0)-undecene N12C=CCCCC2NCCC1